C(C)OC1=CC=C(C=N1)C1=C(C=C(C=C1)NC(=O)N1CCC(CC1)C)C=1N=NNN1 N-(4-(6-ethoxypyrid-3-yl)-3-(2H-tetrazol-5-yl)phenyl)-4-methylpiperidine-1-carboxamide